FC1=C(C=CC=C1)S fluorophenyl thiol